Cl.C1(CC1)OC1=C(C=C(C(=C1)C(F)(F)F)OC)[C@@H]1CNCCC1 (R)-3-(2-Cyclopropoxy-5-methoxy-4-(trifluoromethyl)phenyl)piperidine hydrochloride